O=S1(CCN(CC1)C1=NC(=NC(=C1OC)NC1=NNC2=CC(=CC=C12)[C@@H]1C[C@@]12C(NC1=CC=C(C=C21)OC)=O)C#N)=O (1,1-dioxo-1λ6-thiomorpholin-4-yl)-5-methoxy-6-({6-[(1R,2S)-5'-methoxy-2'-oxo-1'H-spiro[cyclopropan-1,3'-indol]-2-yl]-1H-indazol-3-yl}amino)pyrimidine-2-carbonitrile